(S)-N-(5-chloro-6-(1-methyl-1H-imidazol-4-yl)pyridin-3-yl)-N'-(8-(1-methoxyethyl)-2-methylimidazo[1,2-b]pyridazin-7-yl)urea ClC=1C=C(C=NC1C=1N=CN(C1)C)NC(=O)NC1=C(C=2N(N=C1)C=C(N2)C)[C@H](C)OC